OC(C[N+](C)(C)C)CC([O-])=O carnitin